3',7'-bis(diethylamino)-5-(difluoromethyl)-N-(2-(2,5-dioxo-2,5-dihydro-1H-pyrrol-1-yl)ethyl)-3-oxo-3H-dispiro[isobenzofuran-1,10'-dibenzo[b,e]siline-5',1''-silinane]-6-carboxamide C(C)N(C=1C=CC2=C(C1)[Si]1(CCCCC1)C1=C(C23OC(C2=CC(=C(C=C23)C(=O)NCCN2C(C=CC2=O)=O)C(F)F)=O)C=CC(=C1)N(CC)CC)CC